((2-methyl-5-(1H-pyrazol-4-yl)phenyl)sulfonyl)morpholine isopropyl-(S)-6-diazo-2-((S)-2-methoxy-3-(6-methyl-1H-indol-3-yl)propanamido)-5-oxohexanoate C(C)(C)OC([C@H](CCC(C=[N+]=[N-])=O)NC([C@H](CC1=CNC2=CC(=CC=C12)C)OC)=O)=O.CC1=C(C=C(C=C1)C=1C=NNC1)S(=O)(=O)N1CCOCC1